N-(cyclopentyl-1-d)-2-methylpropane-2-sulfinamide C1(CCCC1)([2H])NS(=O)C(C)(C)C